FC1=CC=C(C=C1)C1=NC2=C(N1C)C=C(C=C2)C2=CC=C(CN1CCC(CC1)N(C)C)C=C2 1-(4-(2-(4-Fluorophenyl)-1-methyl-1H-benzo[d]imidazol-6-yl)benzyl)-N,N-dimethylpiperidin-4-amin